12-ethyl-10-[(4-methoxyphenyl)methyl]-11-oxo-2,3,10,12-tetraazatricyclo[7.3.1.05,13]tridecane C(C)N1C(N(C2CCCC3CNNC1C32)CC3=CC=C(C=C3)OC)=O